C1(CC1)C1CCC=2N(C1)C=C(N2)C(=O)NC[C@@H](CN2CC1=CC=CC=C1CC2)O 6-cyclopropyl-N-((S)-3-(3,4-dihydroisoquinolin-2(1H)-yl)-2-hydroxypropyl)-5,6,7,8-tetrahydroimidazo[1,2-a]pyridine-2-carboxamide